CN(C)CC1COC2=CC=CC=C2C1=O 3-[(Dimethylamino)methyl]-2,3-dihydrochromen-4-one